N1CC(C1)CN1CCC(CC1)N1N=CC(=C1)C=1C=C(C=2N(C1)N=CC2C#N)OC 6-(1-(1-(azetidin-3-ylmethyl)piperidin-4-yl)-1H-pyrazol-4-yl)-4-methoxypyrazolo[1,5-a]pyridine-3-carbonitrile